(E)-2-((2-phenyl-2-thiocyanovinyl)sulfonyl)thiophene C1(=CC=CC=C1)\C(=C/S(=O)(=O)C=1SC=CC1)\SC#N